C(C)(=O)C=1C=C(C=C2C(C=C(OC12)N1CCCCC1)=O)C 8-acetyl-6-methyl-2-(1-piperidyl)chromen-4-one